2,6-dimethyl-4-hydroxy-benzonitrile oxide CC1=C(C#[N+][O-])C(=CC(=C1)O)C